N-[(3-{[3-{[(5-chloro-2-thienyl)sulfonyl]amino}-4-(methoxy)-1H-indazole-1-yl]methyl}phenyl)methyl]-2-hydroxy-2-methylpropionamide ClC1=CC=C(S1)S(=O)(=O)NC1=NN(C2=CC=CC(=C12)OC)CC=1C=C(C=CC1)CNC(C(C)(C)O)=O